methyl 3,3-diaminoacrylate hydrochloride Cl.NC(=CC(=O)OC)N